C(C)(C)(C)C=1C=CC=2N(C3=CC=CC=C3C2C1)C1=C(C#N)C(=C(C(=C1N1C2=CC=CC=C2C=2C=C(C=CC12)C(C)(C)C)N1C2=CC=CC=C2C=2C=C(C=CC12)C(C)(C)C)N1C2=CC=CC=C2C=2C=C(C=CC12)C(C)(C)C)C1=NC(=CC=C1)C1=CC=CC=C1 2,3,4,5-tetrakis(3-(tert-butyl)-9H-carbazol-9-yl)-6-(6-phenylpyridin-2-yl)benzonitrile